C(CCCC=CC(CC(CCCCCCCCC)=O)=O)(=O)O 5-octadecen-7,9-dionic acid